8-Oxa-2-aza-spiro[4.5]decane-2-carboxylic acid (4-methoxy-7-{1-[(S)-1-(tetrahydro-pyran-2-yl)methyl]-1H-pyrazol-4-yl}-thiazolo[4,5-c]pyridin-2-yl)-amide COC1=NC=C(C2=C1N=C(S2)NC(=O)N2CC1(CC2)CCOCC1)C=1C=NN(C1)C[C@H]1OCCCC1